8-(1-(4,6-difluoroindolin-1-yl)ethyl)-N,N-dimethyl-2-morpholino-4-oxo-4H-chromene-6-carboxamide FC1=C2CCN(C2=CC(=C1)F)C(C)C=1C=C(C=C2C(C=C(OC12)N1CCOCC1)=O)C(=O)N(C)C